C(C1=CC=CC=C1)N(CC1=CC=CC=C1)CC1=NN=C(S1)NC(OC(C)(C)C)=O tert-butyl N-{5-[(dibenzylamino)methyl]-1,3,4-thiadiazol-2-yl}carbamate